ClC=1C=C2C(=CC1)NC(C21CCN(CC1)CCOC1=CC2=C(N(N=N2)C2CC(C2)(C)O)C(=C1)C(F)(F)F)=O 5-chloro-1'-[2-({1-[(cis)-3-hydroxy-3-methylcyclobutyl]-7-(trifluoromethyl)-1H-1,2,3-benzotriazol-5-yl}oxy)ethyl]-1,2-dihydrospiro[indole-3,4'-piperidin]-2-one